C1(CCC1)C=1C=C2C(=NC1)NC=C2C(=O)C=2C(=C(C=CC2F)NS(=O)(=O)CCC)F N-(3-(5-cyclobutyl-1H-pyrrolo-[2,3-b]pyridine-3-carbonyl)-2,4-difluorophenyl)propane-1-sulfonamide